5-benzyl-3-furylmethyl (1R,3R)-2,2-dimethyl-3-(2-methyl-prop-1-enyl)cyclopropanecarboxylate CC1([C@@H]([C@H]1C=C(C)C)C(=O)OCC1=COC(=C1)CC1=CC=CC=C1)C